1,3-dihydrospiro[2H-anthraceno[2,3-d]imidazole-2,1'-cyclohexane]-5,10-dione C12(CCCCC1)NC1=C(N2)C=C2C(C3=CC=CC=C3C(C2=C1)=O)=O